decyl (4-(diundecylamino)butyl) phosphate P(=O)(OCCCCCCCCCC)(OCCCCN(CCCCCCCCCCC)CCCCCCCCCCC)[O-]